2-(3-methoxyphenyl)-N-methyl-1-(2-oxo-3,4-dihydro-1H-quinolin-6-yl)benzimidazole-5-carboxamide COC=1C=C(C=CC1)C1=NC2=C(N1C=1C=C3CCC(NC3=CC1)=O)C=CC(=C2)C(=O)NC